CN1N=CC(=C1)S(=O)(=O)NC1=NC(=C(C(=N1)OC1=CC=C(C=C1)C1CCN(CC1)C)CC(F)(F)F)C1=C(C=CC=C1)C 1-Methyl-N-[4-[4-(1-methyl-4-piperidyl)phenoxy]-6-(o-tolyl)-5-(2,2,2-trifluoroethyl)pyrimidin-2-yl]pyrazole-4-sulfonamide